(S)-6-bromo-1-(4-fluorophenylmethyl)-N-(1-(4-fluorophenyl)ethyl)-2-oxo-1,2-dihydro-1,8-naphthyridine-3-carboxamide BrC=1C=C2C=C(C(N(C2=NC1)CC1=CC=C(C=C1)F)=O)C(=O)N[C@@H](C)C1=CC=C(C=C1)F